6-((1,4,10,13-tetraoxa-7,16-diazacyclooctadecan-7-yl)methyl)picolinate O1CCOCCN(CCOCCOCCNCC1)CC1=CC=CC(=N1)C(=O)[O-]